6-fluoro-4-hydroxymethylbenzo[cd]indol-2(1H)-one FC=1C=2C3=C(C(NC3=CC1)=O)C=C(C2)CO